1-(6,7-dihydro-5H-benzo[6,7]cyclohepta[1,2-c]pyridazin-3-yl)-N3-(7-(3-(S)-fluoropyrrolidin-1-yl)-6,7,8,9-tetrahydro-5H-benzo[7]annulene-2-yl)-1H-1,2,4-triazole-3,5-diamine N1=NC(=CC2=C1C1=C(CCC2)C=CC=C1)N1N=C(N=C1N)NC=1C=CC2=C(CCC(CC2)N2C[C@H](CC2)F)C1